C(C)OC(=O)C1=CC2=C(C(N(C=C2C2=CC(N(C=C2Br)C)=O)C)=O)N1S(=O)(=O)C1=CC=C(C)C=C1 4-(5-bromo-1-methyl-2-oxo-1,2-dihydropyridin-4-yl)-6-methyl-7-oxo-1-tosyl-6,7-dihydro-1H-pyrrolo[2,3-c]pyridine-2-carboxylic acid ethyl ester